C(C)(C)(C)OC(=O)N1CC(=CC1=O)C1=CC(=C(C=C1)C=1N=CC(=NC1)N([C@H]1[C@H]([C@@H]2CC[C@H](C1)N2C(=O)OC(C)(C)C)F)C)OCOC tert-butyl (1S,2R,3R,5R)-3-[(5-[4-[1-(tert-butoxycarbonyl)-5-oxo-2H-pyrrol-3-yl]-2-(methoxymethoxy)phenyl] pyrazin-2-yl)(methyl)amino]-2-fluoro-8-azabicyclo[3.2.1]octane-8-carboxylate